C1(=CC=CC=C1)NS(=O)(=O)C1=CC=C(C=C1)C1=CC=C(C=C1)OCC#C N-phenyl-4'-propargyloxy-4-biphenylsulfonamide